3-(pyrrolidin-1-yl)pent-2-enoic acid ethyl ester C(C)OC(C=C(CC)N1CCCC1)=O